ClC1=CC(=C(C=C1)C=1N=C(SC1SC(C)C)N1N=C(C(=C1C(=O)O)C1=CC(=CC=C1)F)C)C 1-(4-(4-chloro-2-methylphenyl)-5-(isopropylthio)thiazol-2-yl)-4-(3-fluorophenyl)-3-methyl-1H-pyrazole-5-carboxylic acid